3-fluoro-N-methyl-5-(3-methyl-4-((3-methyl-2,4-dioxo-1,2,3,4-tetrahydrothieno[3,2-d]pyrimidin-6-yl)methyl)piperazin-1-yl)picolinamide FC=1C(=NC=C(C1)N1CC(N(CC1)CC1=CC=2NC(N(C(C2S1)=O)C)=O)C)C(=O)NC